FC1=C(C(=CC=C1)C)N1CCC(CC1)N1C(N(C=2C(C1)=CN(N2)C2CN(C2)C=2OC(=NN2)C(C)C)CC2=C(C=CC=C2)C(F)(F)F)=O 5-[1-(2-Fluoro-6-methyl-phenyl)-piperidin-4-yl]-2-[1-(5-isopropyl-[1,3,4]oxadiazol-2-yl)-azetidin-3-yl]-7-(2-trifluoromethyl-benzyl)-2,4,5,7-tetrahydro-pyrazolo[3,4-d]pyrimidin-6-on